isopropyl (trans-4-(5-(4-(2-aminoethoxy)-2-(N-(tert-butyl)sulfamoyl)phenyl)thiazol-2-yl)cyclohexyl)carbamate NCCOC1=CC(=C(C=C1)C1=CN=C(S1)[C@@H]1CC[C@H](CC1)NC(OC(C)C)=O)S(NC(C)(C)C)(=O)=O